N-benzo[1,3]-dioxol-5-yl-3-p-menthanecarboxamide O1COC2=C1C=CC(=C2)NC(=O)C2CC(CCC2C(C)C)C